FC1=C(C(=O)N(C2=C(C(=CC(=C2)F)B2OC(C(O2)(C)C)(C)C)C)CNC(CNC(OC(C)(C)C)=O)=O)C=CC(=C1)C(C)(C)O tert-Butyl (2-(((2-fluoro-N-(5-fluoro-2-methyl-3-(4,4,5,5-tetramethyl-1,3,2-dioxaborolan-2-yl)phenyl)-4-(2-hydroxypropan-2-yl)benzamido)methyl)amino)-2-oxoethyl)carbamate